N1[C@H](CNCC1)CC#N 2-[(2S)-piperazin-2-yl]acetonitrile